COC(=O)C1=NC=NC(=C1N)C1=CC(=CC(=C1)Cl)Cl 5-amino-6-(3,5-dichlorophenyl)pyrimidine-4-carboxylic acid methyl ester